FC=1C(=CC(=NC1C)C=1OC(=NN1)C1=NC=C(C=C1)F)I 2-(5-Fluoro-4-iodo-6-methylpyridin-2-yl)-5-(5-fluoropyridin-2-yl)-1,3,4-oxadiazole